FC(C[C@H](CO)NC(=O)C=1C=2C[C@@H]3[C@H](C2N(N1)C1=C(C=C(C=C1)F)F)C3)(F)F (1aR,5aR)-2-(2,4-Difluorophenyl)-1a,2,5,5a-tetrahydro-1H-2,3-diaza-cyclopropa[a]pentalene-4-carboxylic acid ((R)-3,3,3-trifluoro-1-hydroxymethyl-propyl)-amide